C1=C(C=CC=2C3=CC=CC=C3CC12)B(O)O 9H-fluorene-2-boronic acid